Methyl 3-(3-(4-(4-cyanophenoxy)phenoxy)azetidin-1-yl)-2-(1H-pyrrol-1-yl)benzoate C(#N)C1=CC=C(OC2=CC=C(OC3CN(C3)C=3C(=C(C(=O)OC)C=CC3)N3C=CC=C3)C=C2)C=C1